ClC1=C(C=C(C=C1CC)C)CC chloro-1,3-diethyl-5-methyl-benzene